tert-butyl (S)-3-((2-azidoethyl)carbamoyl)piperazine-1-carboxylate N(=[N+]=[N-])CCNC(=O)[C@@H]1CN(CCN1)C(=O)OC(C)(C)C